ClC1=C2C(=CC=NC2=C(C(=C1)[N+](=O)[O-])O)OC 5-Chloro-4-methoxy-7-nitroquinolin-8-ol